C(C)N(C(C)C)C(C)C N-ethyl-N-isopropyl-2-Propanamine